C(C)(C)(C)OC(=O)N1CC(CCC1)N1N=C(C=2C1=NC=NC2N)C2=CC=C(C=C2)OC2=CC=CC=C2 3-(4-amino-3-(4-phenoxyphenyl)-1H-pyrazolo[3,4-d]pyrimidin-1-yl)piperidine-1-carboxylic acid tert-butyl ester